5-(4-acetylpiperazinyl)-3-(4-fluorophenyl)-1-methyl-4-pyridyl-2-cyanopyrrole C(C)(=O)N1CCN(CC1)C=1C(=C(CN(C1)C)C1=CC=C(C=C1)F)C1=C(NC=C1)C#N